C(C)(C)NC(C(=O)[C@H]1N(CCC1)C(CNC(=O)C1=CC=NC2=CC=CC=C12)=O)=O (S)-N-(2-(2-(2-(Isopropylamino)-2-oxoacetyl)pyrrolidin-1-yl)-2-oxoethyl)quinoline-4-carboxamide